triphenyl-phosphonium bromide [Br-].C1(=CC=CC=C1)[PH+](C1=CC=CC=C1)C1=CC=CC=C1